NC1=C(C(=NN1C(C)C)C1=CC=C(C=C1)C(C)C(NC1=CC(=NO1)C12CC(C1)(C2)C(F)(F)F)=O)C(=O)N 5-amino-1-isopropyl-3-[4-[1-([3-[3-(trifluoromethyl)bicyclo[1.1.1]pentan-1-yl]-1,2-oxazol-5-yl]carbamoyl)ethyl]phenyl]pyrazole-4-carboxamide